CC(C(CCC)O)O cis-2,3-Hexandiol